chloro-1'-[(3S)-1-(pyridin-3-ylmethyl)pyrrolidin-3-yl]-4'H,6'H-spiro[1,3-dioxolane-2,5'-[1,2,4]triazolo[4,3-a][1]benzazepine] ClC1C=2N(C3=C(CC14OCCO4)C=CC=C3)C(=NN2)[C@@H]2CN(CC2)CC=2C=NC=CC2